N-(9-((2R,4S,5S)-4-((tert-butyldimethylsilyl)oxy)-5-formyltetrahydrofuran-2-yl-5-d)-6-oxo-6,9-dihydro-1H-purin-2-yl)benzamide [Si](C)(C)(C(C)(C)C)O[C@H]1C[C@@H](O[C@]1([2H])C=O)N1C=2N=C(NC(C2N=C1)=O)NC(C1=CC=CC=C1)=O